C(\C=C/C(=O)[O-])(=O)OC(CCC)CCO 2-hydroxyethylbutyl maleate